octadeca-9,12-dien-1-yl 8-bromooctanoate BrCCCCCCCC(=O)OCCCCCCCCC=CCC=CCCCCC